FC1=C(C=O)C(=CN=C1)OC 3-Fluoro-5-methoxyisonicotinaldehyde